C(#N)C1=CC(=CN(C1=O)C)C1=C(C=NC(=C1)C)C(=O)O 5-cyano-1,6'-dimethyl-6-oxo-1,6-dihydro-[3,4'-bipyridine]-3'-carboxylic acid